bishydroxypropyl-hydantoin OCCCC1(C(NC(N1)=O)=O)CCCO